rac-(1R,2S,3S,3aR,8bS)-2-(5-amino-4H-1,2,4-triazol-3-yl)-6,8-dimethoxy-3a-(4-methoxyphenyl)-3-phenyl-2,3,3a,8b-tetrahydro-1H-cyclopenta[b]benzofuran-1,8b-diol NC=1NC(=NN1)[C@H]1[C@H]([C@@]2([C@@](OC3=C2C(=CC(=C3)OC)OC)([C@@H]1C1=CC=CC=C1)C1=CC=C(C=C1)OC)O)O |r|